N-cyclopentyl-5-(2-((5-((4-ethylpiperazin-1-yl)methyl)pyridin-2-yl)amino)-5-fluoropyrimidin-4-yl)-4-methylthiazol-2-amine C1(CCCC1)NC=1SC(=C(N1)C)C1=NC(=NC=C1F)NC1=NC=C(C=C1)CN1CCN(CC1)CC